1-isopropylamino-3-(4-fluoro-1-naphthoxy)-2-propanol C(C)(C)NCC(COC1=CC=C(C2=CC=CC=C12)F)O